NC=1C=2N(C=CN1)C(=NC2CC2=C(C=C(C=C2)OC2=CC=CC=C2)Cl)[C@H]2N(CCC2)C(C#CC)=O (S)-1-(2-(8-amino-1-(2-chloro-4-phenoxybenzyl)imidazo[1,5-a]pyrazin-3-yl)pyrrolidin-1-yl)but-2-yn-1-one